NC1CC2CCC(C1)N2C=2N(C(C1=C(N2)NC=C1C1=C(C2=C(N=C(S2)CC)C=C1)Cl)=O)C 2-(endo-3-amino-8-azabicyclo[3.2.1]octan-8-yl)-5-(7-chloro-2-ethylbenzo[d]thiazol-6-yl)-3-methyl-3,7-dihydro-4H-pyrrolo[2,3-d]pyrimidin-4-one